tert-butyl (R)-4-(5-(7-chloro-8-((1-(5-cyano-2-fluorophenyl)ethyl)amino)-3-fluoro-6-methyl-1,5-naphthyridin-2-yl)pyrimidin-2-yl)piperazine-1-carboxylate ClC1=C(N=C2C=C(C(=NC2=C1N[C@H](C)C1=C(C=CC(=C1)C#N)F)C=1C=NC(=NC1)N1CCN(CC1)C(=O)OC(C)(C)C)F)C